1-amino-4-(4-((5-fluoro-2-methoxybenzamido)methyl)phenyl)-2-((1S,2S)-2-fluorocyclopropyl)-1H-imidazole-5-carboxylic acid NN1C(=NC(=C1C(=O)O)C1=CC=C(C=C1)CNC(C1=C(C=CC(=C1)F)OC)=O)[C@H]1[C@H](C1)F